C[C@@]12C=NS(C3=C(N1CCC2)N=CC=C3)(=O)=O (R)-7a-methyl-5,5-dioxido-7a,8,9,10-tetrahydropyrido[2,3-f]pyrrolo[2,1-d][1,2,5]thiadiazepin